C(C)OC(=O)C1CC12CCC1=CC=CC=C21 cis-2',3'-dihydrospiro[cyclopropane-1,1'-indene]-2-carboxylic acid ethyl ester